(S)-N-(1-(5-Cyano-3-fluoropyridin-2-yl)ethyl)-1-(5,6-difluoro-2-oxo-1,2-dihydroquinolin-3-yl)cyclopropane-1-carboxamide C(#N)C=1C=C(C(=NC1)[C@H](C)NC(=O)C1(CC1)C=1C(NC2=CC=C(C(=C2C1)F)F)=O)F